BrC=1C=C(C=CC1)CCCOCC(C(=O)OC)(C)C methyl 3-(3-(3-bromophenyl)propoxy)-2,2-dimethylpropanoate